NCC=1OC2=C(C1)C=C(C=C2C(C)(C)C)C2=CC=C(C=C2)C(=O)N2CCOCC2 (4-(2-(aminomethyl)-7-tert-butylbenzofuran-5-yl)phenyl)(morpholino)methanone